9,9',9''-(4-(3-(pyridin-2-yl)phenyl)pyridine-2,3,6-triyl)tris(3,6-diphenyl-9H-carbazole) N1=C(C=CC=C1)C=1C=C(C=CC1)C1=C(C(=NC(=C1)N1C2=CC=C(C=C2C=2C=C(C=CC12)C1=CC=CC=C1)C1=CC=CC=C1)N1C2=CC=C(C=C2C=2C=C(C=CC12)C1=CC=CC=C1)C1=CC=CC=C1)N1C2=CC=C(C=C2C=2C=C(C=CC12)C1=CC=CC=C1)C1=CC=CC=C1